C(C=C)(=O)N1CCC(CC1)NC=1C=C2C(=NC=NC2=CC1OC)NC1=CC(=C(C=C1)F)Cl N6-(1-acryloylazacyclohexane-4-yl)-N4-(3-chloro-4-fluorophenyl)-7-methoxyquinazoline-4,6-diamine